N1=CC=CC2=CC(=CC=C12)C=1N=CC2=C(N1)NC=C2C2OC1=C(C(NC2)=O)C=CC=C1 (2-(quinolin-6-yl)-7H-pyrrolo[2,3-d]pyrimidin-5-yl)-3,4-dihydrobenzo[f][1,4]oxazepin-5(2H)-one